2-(1-(3-fluoro-5-methoxyphenyl)-1H-pyrazol-4-yl)propanamide FC=1C=C(C=C(C1)OC)N1N=CC(=C1)C(C(=O)N)C